C(C)NC=1C2=C(N=C(N1)NC1=CC=C(C=3CCOC31)C(=O)N3CCC(CC3)N3CCOCC3)NC=C2C(F)(F)F (7-((4-(ethylamino)-5-(trifluoromethyl)-7H-pyrrolo[2,3-d]pyrimidin-2-yl)amino)-2,3-dihydrobenzo-furan-4-yl)(4-morpholinopiperidin-1-yl)methanone